C[C@@H](CC=O)CCC1=CC=CC=C1 |r| (+-)-3-Methyl-5-phenylpentanal